4-phenyl-3,5-dimercapto-1,2,4-triazole C1(=CC=CC=C1)N1C(=NN=C1S)S